5-amino-1H-tetrazole NC1=NN=NN1